COC1=C2C=C(NC2=CC=C1)C(=O)N[C@@H](CC(C)C)C(NN(C(CCl)=O)CCC(=O)N)=O 4-Methoxy-N-[(1S)-1-[[(3-amino-3-oxo-propyl)-(2-chloroacetyl)amino]carbamoyl]-3-methyl-butyl]-1H-indole-2-carboxamide